C1(CCCCC1)C1=NC2=C(C=CC=3CCNCC23)N1CC(C(=O)OC)C1=C(C=C(C(=C1)F)C)OC methyl 3-[2-cyclohexyl-3H,6H,7H,8H,9H-imidazo[4,5-h]isoquinolin-3-yl]-2-(5-fluoro-2-methoxy-4-methylphenyl)propanoate